CC1=CC=CC(=N1)C1=NC=CC(=N1)NC1=NC(=NC=C1)NC=1C=C(C=CC1)C(=O)N1CCOCC1 [3-[[4-[[2-(6-methyl-2-pyridyl)pyrimidin-4-yl]amino]pyrimidin-2-yl]amino]phenyl]-morpholino-methanone